[N+](=O)([O-])C=1C=CC(=NC1)OC1=CC=C(C=C1)C1=CC=CC=C1 4'-((5-nitropyridin-2-yl)oxy)-[1,1'-biphenyl]